[Cl-].C[N+](C)(CC=C)CCCCCCCCCCCCCCCCCC N,N-dimethyloctadecyl-allyl-ammonium chloride